5-azido-N-butyl-2H-pyrazolo[4,3-d]pyrimidin-7-amine N(=[N+]=[N-])C=1N=C(C=2C(N1)=CNN2)NCCCC